C1(CC1)C(=O)NC1=NC=CC(=C1)C1=CN(C2=C(C=CC=C12)NC(=O)NCC(F)(F)F)C(=O)NCC(F)(F)F 3-(2-(cyclopropanecarboxamido)pyridin-4-yl)-N-(2,2,2-trifluoroethyl)-7-(3-(2,2,2-trifluoroethyl)ureido)-1H-indole-1-carboxamide